N1=C(C(=CC=C1)O)O racemic-pyridinediol